C(#N)C1=CC=C(C2=C1N(C=N2)C)C2=C(N=C(C(=N2)C(=O)N)NC2=CC=C(C=C2)N2CCOCC2)NC 6-(7-Cyano-1-methyl-benzimidazol-4-yl)-5-(methylamino)-3-(4-morpholinoanilino)pyrazine-2-carboxamide